O1NC=C(CC=C1)C(=O)OC(C)(C)C t-butyl oxazepine-4(5H)-carboxylate